5H-1,3-dioxolo[4,5-f]indole O1COC=2C1=CC=1C=CNC1C2